(S)-1-(1-Acryloylpyrrolidin-3-yl)-3-((6-chloro-1-cyclopropyl-7-fluoro-1H-benzo[d]imidazol-5-yl)ethynyl)-5-(methylamino)-1H-pyrazole-4-carboxamide C(C=C)(=O)N1C[C@H](CC1)N1N=C(C(=C1NC)C(=O)N)C#CC1=CC2=C(N(C=N2)C2CC2)C(=C1Cl)F